C(C)(C1=CNC2=CC=C(C=C12)Cl)C1=CNC2=CC=C(C=C12)Cl 3,3'-(ethane-1,1-diyl)bis(5-chloro-1H-indole)